CC1=CC(=NN1C1=CC=CC=C1)N1CCNCC1 1-(5-methyl-1-phenyl-pyrazol-3-yl)piperazine